ClC=1C=C(C=C(C1)F)CC(=O)N1CC2(CC1)C=C(C(C(C2)(C)C)=O)C#N 2-[(3-chloro-5-fluorophenyl)acetyl]-9,9-dimethyl-8-oxo-2-azaspiro[4.5]dec-6-ene-7-carbonitrile